bis(2,4-dimethyl-6-tert-butylphenyl)pentaerythritol diphosphite OP(O)OP(O)O.CC1=C(C(=CC(=C1)C)C(C)(C)C)C(O)(C(CO)(CO)CO)C1=C(C=C(C=C1C(C)(C)C)C)C